ClC1=NC=C(C(=C1)C1=C(C=NC(=C1)C)C(=O)NC=1SC2=C(N1)CN(C2)C(C2=NC(=CC=C2OC)Cl)=O)OC 2'-chloro-N-(5-(6-chloro-3-methoxy-picolinoyl)-5,6-dihydro-4H-pyrrolo[3,4-d]thiazol-2-yl)-5'-methoxy-6-methyl-[4,4'-bipyridine]-3-carboxamide